tert-butyl 3-(6-methyl-4-(1-methyl-1H-pyrazol-3-yl)pyridin-3-yl)pyrrolidine-1-carboxylate CC1=CC(=C(C=N1)C1CN(CC1)C(=O)OC(C)(C)C)C1=NN(C=C1)C